N-(3-aminofurazanyl)-3,5-dinitropyrazole NC1=NON=C1N1N=C(C=C1[N+](=O)[O-])[N+](=O)[O-]